NC=1C=C(C=CC1F)NC(=O)C1=C(N(C(=C1C)C(C(N[C@H](C(F)(F)F)C)=O)=O)C)C (S)-N-(3-amino-4-fluorophenyl)-1,2,4-trimethyl-5-(2-oxo-2-((1,1,1-trifluoroprop-2-yl)amino)acetyl)-1H-pyrrole-3-carboxamide